4-(3,5-Dimethylisoxazol-4-yl)-5-[4-[(3S)-1-(3-fluoropropyl)pyrrolidin-3-yl]oxyphenyl]-2,3-dihydro-1-benzothiepin-8-ol CC1=NOC(=C1C=1CCSC2=C(C1C1=CC=C(C=C1)O[C@@H]1CN(CC1)CCCF)C=CC(=C2)O)C